CC1(CC1)NC1=CC(=C2C(=N1)C=C(S2)C2=CC=NN2)NCCCO 3-(5-(1-methylcyclopropylamino)-2-(1H-pyrazol-5-yl)thieno[3,2-b]pyridin-7-ylamino)-1-propanol